C(#N)C1=C(N(N=C1)C1=NC=C(C=C1F)F)NC(CCCC=C)=O N-[4-cyano-2-(3,5-difluoro-2-pyridyl)pyrazol-3-yl]hex-5-enamide